1-Morpholino-2-[6-[3-(trifluoromethyl)phenyl]pyrazolo[4,3-b]pyridin-1-yl]ethanone O1CCN(CC1)C(CN1N=CC2=NC=C(C=C21)C2=CC(=CC=C2)C(F)(F)F)=O